C(CCCCCCC\C=C/CCCCCCCC)(=O)OC1=CC=C(C=C1)CC(=O)OCCC1CCN(CC1)CCSSCCN1CCC(CC1)CCOC(CC1=CC=C(C=C1)OC(CCCCCCC\C=C/CCCCCCCC)=O)=O [4-[2-[2-[1-[2-[2-[4-[2-[2-[4-[(Z)-octadec-9-enoyl]oxyphenyl]acetyl]oxyethyl]piperidin-1-yl]ethyldisulfanyl]ethyl]piperidin-4-yl]ethoxy]-2-oxoethyl]phenyl] (Z)-octadec-9-enoate